C1=CC(=C(C(=C1Cl)O)O)Cl The molecule is a dichlorocatechol in which the two chloro groups are located at positions 3 and 6. It is a conjugate acid of a 3,6-dichlorocatechol(1-).